N[C@H]1C[C@H](CO[C@@H]1C1=C(C=CC(=C1)F)F)N1CC2=C(N(N3C2=NC=CC3C(F)(F)F)C3=CC=CC=C3)CC1 9-((3r,5s,6r)-5-amino-6-(2,5-difluorophenyl)tetrahydro-2H-pyran-3-yl)-4-trifluoromethyl-6-phenyl-7,8,9,10-tetrahydropyrido[4',3':3,4]pyrazolo[1,5-a]pyrimidine